Cl.Cl.FC([C@H](CN)N)(F)F (2S)-3,3,3-trifluoropropane-1,2-diamine dihydrochloride salt